tert-butyl (R)-2-(((8-((tert-butoxycarbonyl)(2-(trifluoromethoxy)benzyl)amino)-3-isopropylimidazo[1,2-b]pyridazin-6-yl)amino)methyl)morpholine-4-carboxylate C(C)(C)(C)OC(=O)N(C=1C=2N(N=C(C1)NC[C@@H]1CN(CCO1)C(=O)OC(C)(C)C)C(=CN2)C(C)C)CC2=C(C=CC=C2)OC(F)(F)F